(1s,4S)-4-amino-5'-fluoro-2'-[(2R)-3-hydroxy-2-methylpropyl]-6'-(methoxymethyl)-2',3'-dihydrospiro[cyclohexane-1,1'-isoindole]-4-carboxylic acid NC1(CCC2(N(CC3=CC(=C(C=C23)COC)F)C[C@H](CO)C)CC1)C(=O)O